(S)-5-(Difluoromethoxy)-6-(8'-fluoro-2-oxospiro[oxazolidine-4,4'-thiochroman]-3-yl)nicotinonitrile FC(OC=1C(=NC=C(C#N)C1)N1C(OC[C@@]12CCSC1=C(C=CC=C21)F)=O)F